Cl.FC=1C(=CC=C2C(=NN(C12)C)N1C(NC(CC1)=O)=O)N1CCN(CC1)C[C@H]1CNCC1 1-[7-fluoro-1-methyl-6-[4-[[(3R)-pyrrolidin-3-yl]methyl]piperazin-1-yl]indazol-3-yl]hexahydropyrimidine-2,4-dione hydrochloride